C(CCCCCCCCCCCCCCC)C(=O)CCCCCCCCCCCCCCCC di(hexadecyl) ketone